2-cyano-3-(2-(4-(diphenylamino)phenyl)benzofuran-5-yl)acrylic acid C(#N)C(C(=O)O)=CC=1C=CC2=C(C=C(O2)C2=CC=C(C=C2)N(C2=CC=CC=C2)C2=CC=CC=C2)C1